2-(6-(cyclopropylmethoxy)-5-(3,3-difluoroazetidin-1-yl)picolinamido)-2-ethylbutanoic acid C1(CC1)COC1=C(C=CC(=N1)C(=O)NC(C(=O)O)(CC)CC)N1CC(C1)(F)F